3,4-difluoro-2-((2-fluoro-4-iodophenyl)amino)-N-(2-hydroxyethoxy)-5-((3-oxo-1,2-oxazin-2-yl)methyl)benzamide FC=1C(=C(C(=O)NOCCO)C=C(C1F)CN1OC=CCC1=O)NC1=C(C=C(C=C1)I)F